N1=C(C=CC=C1)C#CC12CN(CC2C1)C=1C=NC=C(C#N)C1 5-(1-(pyridin-2-ylethynyl)-3-azabicyclo[3.1.0]hexan-3-yl)nicotinonitrile